(S)-N-(1-(((1H-indol-3-yl)methyl)amino)-5-amino-1-oxopent-2-yl)-[1,1'-biphenyl]-3-carboxamide N1C=C(C2=CC=CC=C12)CNC([C@H](CCCN)NC(=O)C=1C=C(C=CC1)C1=CC=CC=C1)=O